OCCC=C=C1CCN(CC1)C(=O)OC(C)(C)C tert-Butyl 4-(4-hydroxybut-1-en-1-ylidene)piperidine-1-carboxylate